NCCCOC=1C(=C2C(=NC1)CCO2)C2=CC(=NN2)NC=2C(=NC=CN2)C#N [(5-[6-(3-aminopropoxy)-2,3-dihydrofuro[3,2-b]pyridin-7-yl]-1H-pyrazol-3-yl)amino]pyrazine-2-carbonitrile